O1COC=2C1=CC=1C(=CNC1C2)S(=O)(=O)N dioxolo[4,5-f]indole-7-sulfonamide